C1(CC1)NC(=O)C1=C(N(C(C(=C1)CC1=C(C(=CC=C1)NS(NCC)(=O)=O)F)=O)C)NC1=C(C=C(C=C1)I)F N-Cyclopropyl-5-[[3-(ethylsulfamoylamino)-2-fluorophenyl]methyl]-2-(2-fluoro-4-iodoanilino)-1-methyl-6-oxopyridine-3-Carboxamide